O1CCC(C2=NC=CC=C21)NC(=O)C=2C(NC(=CC2)C(F)(F)F)=O N-(3,4-dihydro-2H-pyrano[3,2-b]pyridin-4-yl)-2-oxo-6-(trifluoromethyl)-1,2-dihydropyridine-3-carboxamide